ethyl 3-amino-5-methyl-2H-pyrazole-4-carboxylate NC=1NN=C(C1C(=O)OCC)C